1,2-bis(2-mercaptoethylthio)propanethiol SCCSC(C(C)SCCS)S